C(#N)CNC(=O)C1=CC=C(C=C1)C=1C2=C(N=C(N1)NC1=CC(=C(C(=O)NC)C=C1)F)NC=C2 4-((4-(4-((Cyanomethyl)carbamoyl)phenyl)-7H-pyrrolo[2,3-d]pyrimidin-2-yl)amino)-2-fluoro-N-methylbenzamide